FC(Cl)(F)F trifluorochloromethane